C(C)(C)N1N=C(C=C1C1[C@H]2CC(C[C@@H]12)N1CCOCC1)C1=NC(=CC=C1)C(F)(F)F 4-((1R,3r,5S,6r)-6-(1-isopropyl-3-(6-(trifluoromethyl)pyridin-2-yl)-1H-pyrazol-5-yl)bicyclo[3.1.0]hexane-3-yl)morpholine